C(C)(C)(C)OC(=O)N(C(=O)OC(C)(C)C)C1=C(C=CC=C1C#N)C#N.O=C1NC2=C(C=CC=C2C=2N1N=C(N2)C=2C=NNC2)C#N 5-oxo-2-(1H-pyrazol-4-yl)-5,6-dihydro[1,2,4]triazolo[1,5-c]quinazoline-7-carbonitrile Di-tert-butyl-(2,6-dicyanophenyl)-2-imidodicarbonate